4-[(3,5-dimethoxyphenyl)methyl]-3-[(4-fluorophenyl)methyl]-4,5-dihydro-1,2,4-oxadiazol-5-one COC=1C=C(C=C(C1)OC)CN1C(=NOC1=O)CC1=CC=C(C=C1)F